sodium STEARYL STEARATE C(CCCCCCCCCCCCCCCCC)(=O)OCCCCCCCCCCCCCCCCCC.[Na]